methyl (E)-2-[2-(6-chloropyrimidin-4-yloxy) phenyl]-3-methoxypropenoate ClC1=CC(=NC=N1)OC1=C(C=CC=C1)/C(/C(=O)OC)=C\OC